3-phenyl-N-(4'-(5-(trifluoromethyl)-1,2,4-oxadiazol-3-yl)-[2,2'-bipyridyl]-4-yl)propanamide C1(=CC=CC=C1)CCC(=O)NC1=CC(=NC=C1)C1=NC=CC(=C1)C1=NOC(=N1)C(F)(F)F